6-bromo-1-ethylisoquinoline BrC=1C=C2C=CN=C(C2=CC1)CC